N[C@H](C(=O)OC)CC1=C(NC2=CC=CC=C12)SC1=CC=C(C=C1)[N+](=O)[O-] Methyl (S)-2-amino-3-(2-((4-nitrophenyl)thio)-1H-indol-3-yl)propanoate